FC(C(=O)N1CC2=CC(=C(C=C2CC1)NC1=NC=C(C(=N1)C=1SC=C(C1)S(=O)(=O)C)C(F)(F)F)SC)(F)F 2,2,2-trifluoro-1-(6-((4-(4-(methylsulfonyl)thiophen-2-yl)-5-(trifluoromethyl)pyrimidin-2-yl)amino)-7-(methylthio)-3,4-dihydroisoquinolin-2(1H)-yl)ethan-1-one